3-(4-Fluorophenyl)-N-(1-(thieno[3,2-d]pyrimidin-4-yl)piperidin-4-yl)propanamide FC1=CC=C(C=C1)CCC(=O)NC1CCN(CC1)C=1C2=C(N=CN1)C=CS2